N1=NC=C(C=C1)C1=NNC(=C1OCC1CN(CCO1)C(=O)OC(C)(C)C)NC(CCC1=CC(=C(C(=C1)F)F)F)=O tert-Butyl 2-(((3-(pyridazin-4-yl)-5-(3-(3,4,5-trifluorophenyl)propanamido)-1H-pyrazol-4-yl)oxy)methyl)morpholine-4-carboxylate